OC1=CC=C2C(=N1)C(C(OC2=O)C)C 2-Hydroxy-7,8-dimethyl-7,8-dihydro-5H-pyrano[4,3-b]pyridin-5-one